7-chloro-5-(2-chloroacetyl)-3,3-dimethyl-2,3-dihydro-1H-indol-2-one ClC=1C=C(C=C2C(C(NC12)=O)(C)C)C(CCl)=O